6-(4-acetylpiperazin-1-yl)-2-bromo-5-methyl-[1,2,4]triazolo[1,5-a]pyrimidin-7(4H)-one C(C)(=O)N1CCN(CC1)C1=C(NC=2N(C1=O)N=C(N2)Br)C